CC1(N(CC[C@H](C1)C1=CC=CC=2NC(N(C21)C)=O)C(=O)O)C (4R)-2,2-dimethyl-4-(3-methyl-2-oxo-1H-benzimidazol-4-yl)piperidine-1-carboxylic acid